triazolyl-(triazolyl)-formaldehyde N1N=NC(=C1)C(=O)C=1N=NNC1